2-amino-3-(2-bromophenyl)-N-methylpropanamide NC(C(=O)NC)CC1=C(C=CC=C1)Br